CC1=C(OC(C(=O)O)(C)C)C(=CC(=C1)CCC(=O)C1=CC=C(C=C1)C(F)(F)F)C 2-[2,6-dimethyl-4-[3-[4-(trifluoromethyl)phenyl]-3-oxo-propyl]phenoxy]-2-methylpropanoic acid